(S*)-1-(7-Bromo-5-chloro-8-fluoro-2'-(methylthio)-3,4,5',8'-tetrahydro-2H-spiro[naphthalene-1,7'-pyrano[4,3-d]pyrimidin]-4'-yl)azepane-4-carbonitrile BrC1=CC(=C2CCCC3(CC=4N=C(N=C(C4CO3)N3CC[C@H](CCC3)C#N)SC)C2=C1F)Cl |o1:21|